methyl methylhydrazinoformate CNNC(=O)OC